(R)-1-(4-((1-(3-(difluoromethyl)phenyl)ethyl)amino)cinnolin-6-yl)-4-methylpiperidin-4-ol FC(C=1C=C(C=CC1)[C@@H](C)NC1=CN=NC2=CC=C(C=C12)N1CCC(CC1)(O)C)F